1-[6-[6-fluoro-5-[(6-methylpyridazin-3-yl)amino]benzimidazol-1-yl]-3-[(1S)-1-hydroxyethyl]-2-pyridyl]-5-methyl-pyrazole-3-carbonitrile FC=1C(=CC2=C(N(C=N2)C2=CC=C(C(=N2)N2N=C(C=C2C)C#N)[C@H](C)O)C1)NC=1N=NC(=CC1)C